ClC=1C(=NC(=NC1)NC1=CC=C(C=C1)N1CCC(CC1)N1CCN(CC1)C)C(=O)O chloro-2-((4-(4-(4-methylpiperazin-1-yl)piperidin-1-yl)phenyl)amino)pyrimidine-4-carboxylic acid